5-(2,6-dichloro-4-nitrophenoxy)-2-fluoroaniline ClC1=C(OC=2C=CC(=C(N)C2)F)C(=CC(=C1)[N+](=O)[O-])Cl